(S)-N-(1-(3-chlorophenyl)-2-hydroxyethyl)-1-(2-(cyclopropylamino)pyridin-4-yl)-1H-imidazole-4-amide ClC=1C=C(C=CC1)[C@@H](CO)NC(=O)C=1N=CN(C1)C1=CC(=NC=C1)NC1CC1